FC(OC1=C(C=C(C=C1)F)[C@@H](C)NC1=NC=2N(C=C1)N=CC2I)F (R)-N-(1-(2-(difluoromethoxy)-5-fluorophenyl)ethyl)-3-iodopyrazolo[1,5-a]pyrimidin-5-amine